CC1(OB(OC1(C)C)C1=CC2=C(CCO2)C=C1)C 6-(4,4,5,5-tetramethyl-1,3,2-dioxaborol-2-yl)-2,3-dihydrobenzofuran